ClC1=C(C=O)C(=CC=C1C1=NC(=CC=C1N[C@H](C)C=1C=C(C=C2C(C(=C(OC12)N1CCC(CC1)(C)C)C)=O)C)Cl)B1OC(C(O1)(CC)CC)(CC)CC (R)-2-chloro-3-(6-chloro-3-((1-(2-(4,4-dimethylpiperidin-1-yl)-3,6-dimethyl-4-oxo-4H-chromen-8-yl)ethyl)amino)pyridin-2-yl)-6-(4,4,5,5-tetraethyl-1,3,2-dioxaborolan-2-yl)benzaldehyde